FC=1C=C(C=C(C1)S(=O)(=O)C)C(C)O 1-(3-fluoro-5-methanesulfonylphenyl)ethan-1-ol